[Cl-].[C@H]1(OCCN2N=C3C=CC=CC3=C21)[C@@H](C)[NH2+]C |r| (+/-)-rel-(R)-1-((S)-3,4-dihydro-1H-[1,4]oxazino[4,3-b]indazol-1-yl)-N-methylethanaminium chloride